(1S,3aS,6aR)-2-((S)-2-acetamido-2-phenylacetyl)-N-((R,E)-4-fluoro-4-(methylsulfonyl)-1-((R)-2-oxopyrrolidin-3-yl)but-3-en-2-yl)octahydrocyclopenta[c]pyrrole-1-carboxamide C(C)(=O)N[C@H](C(=O)N1[C@@H]([C@H]2[C@@H](C1)CCC2)C(=O)N[C@H](C[C@@H]2C(NCC2)=O)\C=C(\S(=O)(=O)C)/F)C2=CC=CC=C2